Cl.ClC1=CC(=C(C=C1)C1=NN2C(CNCC2)=C1C1=CC=NC=C1)F 2-(4-chloro-2-fluorophenyl)-3-(pyridin-4-yl)-4,5,6,7-tetrahydropyrazolo[1,5-a]pyrazine hydrogen chloride